ClC1=C(C=C(C=C1)C(F)(F)F)NC(CN1CCN(CC1)C(=O)C=1SC=CC1)=O N-(2-chloro-5-(trifluoromethyl)phenyl)-2-(4-(thiophene-2-carbonyl)piperazin-1-yl)acetamide